methyl 3-chloro-5-[[2,4-difluoro-5-[2-(2-hydroxyethoxy)phenyl]phenyl]sulfamoyl]-4-fluorobenzoate ClC=1C=C(C(=O)OC)C=C(C1F)S(NC1=C(C=C(C(=C1)C1=C(C=CC=C1)OCCO)F)F)(=O)=O